C(C)OC(=O)C=1C2(C(=C(OC1C)N)C#N)C(NC1=CC=CC=C12)=O amino-3'-cyano-6'-methyl-2-oxospiro[indoline-3,4'-pyran]-5'-carboxylic acid ethyl ester